ethyl-{4-[(tert-butoxycarbonyl) amino]-4-methylpiperidin-1-yl}-6-(2,3-dichlorophenyl)-5-methoxypyrazine-2-carboxylate C(C)OC(=O)C1=NC(=C(N=C1N1CCC(CC1)(C)NC(=O)OC(C)(C)C)OC)C1=C(C(=CC=C1)Cl)Cl